6-(9,9-dimethyl-9H-fluoren-2-yl)-4-hydroxy-3-(2,2,2-trifluoroethan-1-one-1-yl)-2H-chromen-2-one CC1(C2=CC=CC=C2C=2C=CC(=CC12)C=1C=C2C(=C(C(OC2=CC1)=O)C(C(F)(F)F)=O)O)C